NC=1C(N(C2=C(N1)SC(=C2)C(=O)NC2=CC=C(C=C2)CCCN2CCN(CC2)C2=NC=C(C=N2)F)C2=CC1=C(OCCN1C1=CC=CC=C1)C=C2)=O 3-amino-N-(4-(3-(4-(5-fluoropyrimidin-2-yl)piperazin-1-yl)propyl)phenyl)-2-oxo-1-(4-phenyl-3,4-dihydro-2H-benzo[b][1,4]oxazin-6-yl)-1,2-dihydrothieno[2,3-b]pyrazine-6-carboxamide